5-(1,3-benzothiazol-6-yl)-N-(4-hydroxyphenyl)-1-(6-methylpyridin-2-yl)pyrazole-3-carboxamide S1C=NC2=C1C=C(C=C2)C2=CC(=NN2C2=NC(=CC=C2)C)C(=O)NC2=CC=C(C=C2)O